4-((2-(cyclohexylamino)-1H-benzo[d]imidazol-1-yl)methyl)-N-(3-methoxypropyl)benzamide C1(CCCCC1)NC1=NC2=C(N1CC1=CC=C(C(=O)NCCCOC)C=C1)C=CC=C2